1-(triphenylmethyl)imidazol C1(=CC=CC=C1)C(N1C=NC=C1)(C1=CC=CC=C1)C1=CC=CC=C1